C(C1=CC=CC=C1)(C1=CC=CC=C1)(C1=CC=CC=C1)SCCC(=O)O 3-(tritylthio)propanoic acid